C(C)(C)(C)C1=CC=C(C=C1)C1=NN=C(N1C1=CC=C(C=C1)I)SCC1=CC=C(C=C1)F 3-(4-(tert-butyl)phenyl)-5-((4-fluorobenzyl)thio)-4-(4-iodophenyl)-4H-1,2,4-triazole